Benzyl (1S,5S)-3,6-diazabicyclo[3.2.2]nonane-3-carboxylate HCl salt Cl.[C@@H]12CN(C[C@@H](NC1)CC2)C(=O)OCC2=CC=CC=C2